[Co].ClC1=C(C=C(C=C1)NC(NC1=C(C=C(C(=O)N2C[C@H](CCC2)C(=O)NCCCCCCC(=O)NO)C=C1)F)=O)F (S)-1-(4-(3-(4-chloro-3-fluorophenyl)ureido)-3-fluorobenzoyl)-N-(7-(hydroxyamino)-7-oxoheptyl)piperidine-3-carboxamide monocobalt